C(C(C)(C)C)(=O)OC(CCCC)(OC(C(C)(C)C)=O)C methylpentanediol dipivalate